2-(5-Methoxy-1H-indol-3-yl)-1-(pyrrolidin-1-yl)ethanone COC=1C=C2C(=CNC2=CC1)CC(=O)N1CCCC1